CC1=NN2C(C=C(C=C2)C[C@@H]2CC[C@H](CC2)C(=O)N2OCC[C@H]2C=2C=C(C#N)C=CC2)=N1 trans-3-[(3S)-2-[4-[(2-methyl-[1,2,4]triazolo[1,5-a]pyridin-7-yl)methyl]cyclohexanecarbonyl]isoxazolidin-3-yl]benzonitrile